C(#N)C=1C=NN2C1C(=CC(=C2)C=2C=NN(C2)C)C=2C=CC(=NC2)N2C[C@@H]1C([C@@H]1C2)NC(C2=NC=CC=C2C(F)(F)F)=O N-((1R,5S,6s)-3-(5-(3-cyano-6-(1-methyl-1H-pyrazol-4-yl)pyrazolo[1,5-a]pyridin-4-yl)pyridin-2-yl)-3-azabicyclo[3.1.0]hexan-6-yl)-3-(trifluoromethyl)picolinamide